N-(5H-dibenzo[a,d][7]annulen-5-yl)-2-oxo-6-(trifluoromethyl)-1,2-dihydropyridine-3-carboxamide C1=CC=CC=2C(C3=C(C=CC21)C=CC=C3)NC(=O)C=3C(NC(=CC3)C(F)(F)F)=O